C(C)C1=CC2=C(C(C=3NC4=CC(=CC=C4C3C2=O)C#N)(C)C)C=C1N1CCN(CC1)C(C)C 9-Ethyl-8-(4-isopropyl-piperazin-1-yl)-6,6-dimethyl-11-oxo-6,11-dihydro-5H-benzo[b]carbazole-3-carbonitrile